ClC=1C=C(C(=C(C1)S(=O)(=O)NC1=C(C(=C(C=C1)F)C#CC=1C=NC(=NC1)NC1CC1)F)OC)CO 5-chloro-N-(3-((2-(cyclopropylamino)pyrimidin-5-yl)ethynyl)-2,4-difluorophenyl)-3-(hydroxymethyl)-2-methoxybenzenesulfonamide